C1(CCCCC1)NC(COC1=CC=C2C=CC(=CC2=C1)C(CC(=O)OC)C=1C=CC2=C(CCO2)C1)=O Methyl 3-(7-(2-(cyclohexylamino)-2-oxoethoxy)naphthalen-2-yl)-3-(2,3-dihydrobenzofuran-5-yl)propanoate